1-(3-((4-(3-chloro-4-methylphenyl)piperazin-1-yl)methyl)-4-(trifluoromethyl)phenyl)-4-ethyl-1,4-diazepane ClC=1C=C(C=CC1C)N1CCN(CC1)CC=1C=C(C=CC1C(F)(F)F)N1CCN(CCC1)CC